OC(C(=O)O)C(C(=O)O)O 2,3-dihydroxylbutanedioic acid